NCC=1C(=C(C(=O)N2CC3=CC=CC(=C3C2)N(C(C=C)=O)C)C(=C(C1)C(C)(C)C)F)O N-(2-(3-(Aminomethyl)-5-(tert-butyl)-6-fluoro-2-hydroxybenzoyl)isoindolin-4-yl)-N-methylacrylamide